(S)-4-(7-(4-Cyanopyrimidin-2-yl)-5-cyclopropyl-7H-pyrrolo[2,3-d]pyrimidin-4-yl)-3-methylpiperazine-1-carboxylic acid tert-butyl ester C(C)(C)(C)OC(=O)N1C[C@@H](N(CC1)C=1C2=C(N=CN1)N(C=C2C2CC2)C2=NC=CC(=N2)C#N)C